(3-(3-(4-fluorophenyl)-4-oxo-3,4-dihydro-phthalazin-1-yl)phenyl)methylsulfonamide methyl-3-hydroxy-2-isopropyl-5-[(E)-2-phenylethenyl]phenyl-butanedioate COC(C(CC(=O)O)C1=C(C(=CC(=C1)\C=C\C1=CC=CC=C1)O)C(C)C)=O.FC1=CC=C(C=C1)N1N=C(C2=CC=CC=C2C1=O)C=1C=C(C=CC1)CS(=O)(=O)N